CC(C)(CC#C[Si](C(C)C)(C(C)C)C(C)C)ON=C1CCCCC1 cyclohexanone O-(2-methyl-5-(triisopropylsilyl)-4-pentyn-2-yl) oxime